FC=1C(=NC=C(C1)F)NC1=NC(=C2C(=N1)NN=C2C=2C=C(C=CC2C)N2C(C(=CC=C2)C(C)(C)O)=O)C 1-(3-(6-((3,5-Difluoropyridin-2-yl)amino)-4-methyl-1H-pyrazolo[3,4-d]pyrimidin-3-yl)-4-methylphenyl)-3-(2-hydroxypropan-2-yl)pyridin-2(1H)-one